C1=CC=CC1 Cyclopentadiene